(2S,3S,4R)-2-azido-1-(β-galactopyranosyloxy)octadecan-3,4-diol N(=[N+]=[N-])[C@@H](CO[C@H]1[C@H](O)[C@@H](O)[C@@H](O)[C@H](O1)CO)[C@@H]([C@@H](CCCCCCCCCCCCCC)O)O